C(CC)(=O)[O-].[Pd+2].C(CC)(=O)[O-] palladium propionate salt